N-[2-[4-[3-(1,3-dimethyl-2-oxo-benzoimidazol-5-yl)-1,2,4-oxadiazol-5-yl]-1-piperidinyl]-2-oxo-ethyl]benzamide stannum-aluminum [Al].[Sn].CN1C(N(C2=C1C=CC(=C2)C2=NOC(=N2)C2CCN(CC2)C(CNC(C2=CC=CC=C2)=O)=O)C)=O